BrC=1C=CC2=C(C3NC(N(C(O2)(C3)C)C3=CC(=CC=C3)C(=O)N3CC2=CC=CC=C2C(C3)(C)C)=O)C1 8-bromo-3-(3-(4,4-dimethyl-1,2,3,4-tetrahydroisoquinoline-2-carbonyl)phenyl)-2-methyl-5,6-dihydro-2H-2,6-methanobenzo[g][1,3,5]oxadiazocin-4(3H)-one